FC1=CC=C(C=N1)C=1C=2N(C=C(N1)C=1C=NN(C1)C1CCC(CC1)=O)N=CC2C#N 4-(6-fluoropyridin-3-yl)-6-(1-(4-oxocyclohexyl)-1H-pyrazol-4-yl)pyrazolo[1,5-a]pyrazine-3-carbonitrile